C(CCCCC)C(CC1CCCCC1)C(C(C(CCC)O)O)CCCCCCCC 2-hexyl-3-octyl-4,5-dihydroxyoctyl-cyclohexane